COC1=CC=C(C=C1)CNC1=NC=C(C(=C1)C)C(F)(F)F N-[(4-Methoxyphenyl)methyl]-4-methyl-5-(trifluoromethyl)pyridin-2-amine